3-(3-(4-(4-fluoro-2-methoxyphenyl)pyridin-2-yl)ureido)-N-(2-morpholinoethyl)benzamide FC1=CC(=C(C=C1)C1=CC(=NC=C1)NC(NC=1C=C(C(=O)NCCN2CCOCC2)C=CC1)=O)OC